diphosphonic acid amide P(=O)(N)OP(=O)O